C(C)S(=O)(=N)C=1C=C(C=CC1C1=NC=2C(=NC=C(C2)C(F)(F)F)N1C)C1(CC1)C#N 1-[3-(ethylsulfonimidoyl)-4-[3-methyl-6-(trifluoromethyl)imidazo[4,5-b]pyridin-2-yl]phenyl]cyclopropane-carbonitrile